FC1=CC2=C(C=3NC4=C(C=C(C=C4C3C(C2)C=NO)F)F)C=C1 N-({3,8,10-trifluoro-5H,6H,11H-benzo[a]carbazol-6-yl}methylidene)hydroxylamine